O=C1NC(CCC1C1=NN(C2=CC(=CC=C12)OCC(=O)O)C)=O 2-((3-(2,6-dioxopiperidin-3-yl)-1-methyl-1H-indazol-6-yl)oxy)-acetic acid